4-(5-Cyclopropyl-1H-pyrazol-1-yl)benzaldehyde C1(CC1)C1=CC=NN1C1=CC=C(C=O)C=C1